3-(5-(4-((2-azaspiro[3.3]heptan-2-yl)methyl)-3-(trifluoromethyl)pyridin-2-yl)-1-oxoisoindolin-2-yl)piperidine-2,6-dione C1N(CC12CCC2)CC2=C(C(=NC=C2)C=2C=C1CN(C(C1=CC2)=O)C2C(NC(CC2)=O)=O)C(F)(F)F